2-Bromo-4,5,6,7-tetrahydropyrazolo[1,5-a]pyrimidine BrC1=NN2C(NCCC2)=C1